QUINOLINE-5-BORONIC ACID N1=CC=CC=2C(=CC=CC12)B(O)O